C(C)(C)(C)OC(=O)N1CC2=CC(=C(C=C2CC1)O)[N+](=O)[O-] 6-hydroxy-7-nitro-3,4-dihydroisoquinoline-2(1H)-carboxylic acid tert-butyl ester